2-(3-amino-3-oxopropyl)-3'-hydroxybiphenyl-4-yl triflate O(S(=O)(=O)C(F)(F)F)C1=CC(=C(C=C1)C1=CC(=CC=C1)O)CCC(=O)N